[C@H]1(CCCC2=CC=CC=C12)NC1=NC2=C(N1)C=CC=C2 (R)-N-(1,2,3,4-tetrahydronaphthalen-1-yl)-1H-benzo[d]imidazol-2-amine